BrC1=CC=C(S1)OB(O)O (5-bromothiophen-2-yl)boric acid